3-((2S)-3-(8-(3-(1-ethyl-1H-pyrazol-4-yl)phenylsulfonyl)-1-oxa-8-azaspiro[4.5]decan-3-ylamino)-2-hydroxypropoxy)-N-methylbenzenesulfonamide C(C)N1N=CC(=C1)C=1C=C(C=CC1)S(=O)(=O)N1CCC2(CC(CO2)NC[C@@H](COC=2C=C(C=CC2)S(=O)(=O)NC)O)CC1